FC=1C=CC2=C(N=C(O2)[C@H]2N(CCC3=C2N=CN3)C(=O)C=3OC(=NN3)C3=CC=C(C=C3)F)C1 (S)-(4-(5-fluorobenzo[d]oxazol-2-yl)-6,7-dihydro-1H-imidazo[4,5-c]pyridin-5(4H)-yl)(5-(4-fluorophenyl)-1,3,4-oxadiazol-2-yl)methanone